1-(5-methoxy-2-(1-methyl-1H-pyrazol-4-yl)-4-nitrophenyl)-4-(piperidin-4-yl)piperazine COC=1C(=CC(=C(C1)N1CCN(CC1)C1CCNCC1)C=1C=NN(C1)C)[N+](=O)[O-]